ClC=1C(=NC(=NC1)NC1=C(C=C(C=C1)N1CCOCC1)OC)NC=1C=NC(=CC1)OC 5-Chloro-N2-(2-methoxy-4-morpholinophenyl)-N4-(6-methoxypyridin-3-yl)pyrimidine-2,4-diamine